C(C)(C)(C)NC(=O)NC=1C=C2CCC(N(C2=CC1)[C@@H](C)C1=C(C=CC=C1)C#N)=O (S)-1-(tert-butyl)-3-(1-(1-(2-cyanophenyl)ethyl)-2-oxo-1,2,3,4-tetrahydroquinolin-6-yl)urea